N-(1,3,4,5-tetrahydroxycyclohexylcarbonyl)4-carboxymethyl-2,5-dihydroxybenzamide OC1(CC(C(C(C1)O)O)O)C(=O)NC(C1=C(C=C(C(=C1)O)CC(=O)O)O)=O